(S)-1-Acetylpyrrolidin-3-yl(8-amino-7-fluoro-6-(8-methyl-2,3-dihydro-1H-pyrido[2,3-b][1,4]oxazin-7-yl)isoquinolin-3-yl)carbamate C(C)(=O)N1C[C@H](CC1)N(C([O-])=O)C=1N=CC2=C(C(=C(C=C2C1)C1=C(C2=C(OCCN2)N=C1)C)F)N